2,3-Diethyl-5-methylpyrazin C(C)C1=NC=C(N=C1CC)C